ClCC(=O)N(CC1=CC=C(C=C1)F)C1=CC(=CC(=C1)OC)Cl 2-chloro-N-(3-chloro-5-methoxy-phenyl)-N-[(4-fluorophenyl)methyl]acetamide